BrC(C)C1=CC(=CN2C1=NC(=CC2=O)C2=CC=CC=C2)C 9-(1-bromoethyl)-7-methyl-2-phenyl-4H-pyrido[1,2-a]pyrimidin-4-one